8-(isopropylamino)-2-(((1r,4r)-4-morpholinocyclohexyl)amino)pyrido[3,4-d]pyrimidine-6-carbonitrile C(C)(C)NC1=NC(=CC2=C1N=C(N=C2)NC2CCC(CC2)N2CCOCC2)C#N